(2S,4R)-1-[(2S)-2-[4-[(1,1-dioxo-1,4-thiazepan-4-yl)methyl]triazol-1-yl]-3,3-dimethyl-butanoyl]-4-hydroxy-N-methyl-pyrrolidine-2-carboxamide O=S1(CCN(CCC1)CC=1N=NN(C1)[C@H](C(=O)N1[C@@H](C[C@H](C1)O)C(=O)NC)C(C)(C)C)=O